C(C)C1=C(C=C(C(=C1C)OC(C)C)C)O 2-Ethyl-3,5-dimethyl-4-isopropoxy-phenol